(methyl-d3)-4-((3-(methylsulfonyl)pyridin-2-yl)amino)pyridazine-3-carboxamide C([2H])([2H])([2H])C=1C(=C(N=NC1)C(=O)N)NC1=NC=CC=C1S(=O)(=O)C